5,12-dimethylquinolino(2,3-b)acridine-7,14(5h,12h)-dione CN1C=2C=C3C(=CC2C(C=2C=CC=CC12)=O)N(C1=CC=CC=C1C3=O)C